C(C=C)(=O)N1CC2(C1)CC(C2)N2N=C(C(=C2C)C2=C1C=NNC1=CC(=C2Cl)Cl)N2C(CC(CC2)CN2C(CN(CC2)C)=O)(C)C 1-((1-(1-(2-acryloyl-2-azaspiro[3.3]heptan-6-yl)-4-(5,6-dichloro-1H-indazol-4-yl)-5-methyl-1H-pyrazol-3-yl)-2,2-dimethylpiperidin-4-yl)methyl)-4-methylpiperazin-2-one